2-methyl-6-(2-azaspiro[3.3]heptan-6-yl)pyrido[4,3-d]pyrimidin-7(6H)-one CC=1N=CC=2C(N1)=CC(N(C2)C2CC1(CNC1)C2)=O